perhydroxylylene diisocyanate C1(C(CCCC1)CN=C=O)CN=C=O